6-(1-(2-(5-cyclopropyl-3-(2,6-dichlorophenyl)isoxazol-4-yl)ethyl)-4-hydroxypiperidin-4-yl)-1-methyl-1H-indole-3-carboxylic acid C1(CC1)C1=C(C(=NO1)C1=C(C=CC=C1Cl)Cl)CCN1CCC(CC1)(O)C1=CC=C2C(=CN(C2=C1)C)C(=O)O